BrC=1C=C(C=CC1OC)N1C(N=C2C(C1=O)=CC=CN2CC=2C=NC(=CC2)Cl)=O 3-(3-bromo-4-methoxyphenyl)-8-((6-chloropyridin-3-yl)methyl)pyrido[2,3-d]pyrimidine-2,4(3H,8H)-dione